methyl 2,2-difluoro-3α,7α-dihydroxy-5β-cholanoate FC1([C@H](C[C@H]2C[C@H]([C@H]3[C@@H]4CC[C@H]([C@@H](CCC(=O)OC)C)[C@]4(CC[C@@H]3[C@]2(C1)C)C)O)O)F